4-allyl-2-benzyl-6-phenyl-1,2,4-triazine-3,5(2H,4H)-dione C(C=C)N1C(N(N=C(C1=O)C1=CC=CC=C1)CC1=CC=CC=C1)=O